α-cyano-4-hydroxycinnamic acid C(#N)C(C(=O)O)=CC1=CC=C(C=C1)O